CN1N=CC2=CC=C(C(=C12)C)C=C1CC2(CN(C2)C(=O)OC(C)(C)C)C1 tert-butyl 6-[(1,7-dimethylindazol-6-yl) methylene]-2-azaspiro[3.3]heptane-2-carboxylate